(2R,4S)-N-((S)-1-(((6-amino-2-methylpyridin-3-yl)methyl)amino)-1-oxoprop-2-yl)-4-((4'-fluoro-[1,1'-biphenyl]-3-yl)methyl)pyrrolidine-2-carboxamide bis-trifluoroacetate FC(C(=O)O)(F)F.FC(C(=O)O)(F)F.NC1=CC=C(C(=N1)C)CNC([C@H](C)NC(=O)[C@@H]1NC[C@H](C1)CC=1C=C(C=CC1)C1=CC=C(C=C1)F)=O